C(C)N(C1=CC=C(C=C1)C1(OC(=O)C2=CC(=CC=C12)C=1SC=CC1)C1=CC=C(C=C1)N(CC)CC)CC [3,3-bis(4-diethylaminophenyl)phthalide-6-yl]Thiophene